N-allyl-N-[[4-[5-(trifluoromethyl)-1,2,4-oxadiazol-3-yl]phenyl]propan-yl]carboxamide C(C=C)N(C=O)CCCC1=CC=C(C=C1)C1=NOC(=N1)C(F)(F)F